O=C1NC(CCC1N1C(C2=CC=C(C=C2C1=O)N1C2CN(CC1C2)CC2=C(CC(CC2)(C)C)C2=CC=C(C=C2)F)=O)=O 2-(2,6-dioxopiperidin-3-yl)-5-(3-((4'-fluoro-5,5-dimethyl-3,4,5,6-tetrahydro-[1,1'-biphenyl]-2-yl)methyl)-3,6-diazabicyclo[3.1.1]heptan-6-yl)isoindoline-1,3-dione